FC1=C(C(=CC(=C1)N1CC2(C1)CN(C2)CCF)F)[C@H]2N([C@@H](CC1=C3C(=CC=C21)NC(O3)=O)C)CC(F)(F)F (6S,8R)-6-(2,6-difluoro-4-(6-(2-fluoroethyl)-2,6-diazaspiro[3.3]heptane-2-yl)phenyl)-8-methyl-7-(2,2,2-trifluoroethyl)-6,7,8,9-tetrahydrooxazolo[5,4-f]isoquinoline-2(3H)-one